(R)-6-(3-(3-(difluoromethyl)phenyl)isoxazolidin-2-yl)-N-(2-methoxy-4-(4-(4-methylpiperazin-1-yl)piperidin-1-yl)phenyl)pyrimidin-4-amine FC(C=1C=C(C=CC1)[C@@H]1N(OCC1)C1=CC(=NC=N1)NC1=C(C=C(C=C1)N1CCC(CC1)N1CCN(CC1)C)OC)F